O1C=CC2=C1C=CC(=C2)C(CC(=O)OC)C2=CC1=CC(=CC=C1C=C2)OCC(=O)NC2C=CCCC2 Methyl 3-(benzofuran-5-yl)-3-(7-(2-(cyclohex-2-en-1-ylamino)-2-oxoethoxy)naphthalen-2-yl)propanoate